1-(6-(3-chloro-4-(3-hydroxy-1-naphthalenyl)-7,7-dimethyl-7,8-dihydro-5H-pyrano[4,3-b]pyridin-2-yl)-2,6-diazaspiro[3.4]octan-2-yl)-2-propen-1-one ClC=1C(=C2C(=NC1N1CC3(CN(C3)C(C=C)=O)CC1)CC(OC2)(C)C)C2=CC(=CC1=CC=CC=C21)O